ClC=1C=CC(=C(C1)N(S(=O)(=O)C)CC(=O)NC1=C(C=CC=C1)SC1=CC=CC=C1)OC 2-(N-(5-Chloro-2-methoxyphenyl)methylsulfonamido)-N-(2-(phenylthio)phenyl)acetamid